(S)-4-((1-(8-((1H-1,2,4-triazol-3-yl)thio)-4-chloro-1-oxo-2-phenyl-1,2-dihydroisoquinolin-3-yl)ethyl)amino)pyrido[2,3-d]pyrimidin-5(8H)-one N1N=C(N=C1)SC=1C=CC=C2C(=C(N(C(C12)=O)C1=CC=CC=C1)[C@H](C)NC=1C2=C(N=CN1)NC=CC2=O)Cl